C(C)(C)(C)N1C=C(C=C1)C(=O)NCC1=NC(=NO1)N1N=C2C(=CC(=CC2=C1CC(F)(F)F)F)N[C@H]1[C@H](CN(CC1)C)F 1-(tert-butyl)-N-((3-(5-fluoro-7-(((3S,4R)-3-fluoro-1-methylpiperidin-4-yl)amino)-3-(2,2,2-trifluoroethyl)-2H-indazol-2-yl)-1,2,4-oxadiazol-5-yl)methyl)-1H-pyrrole-3-carboxamide